benzyl-cyclopropyl alcohol C(C1=CC=CC=C1)C1(CC1)O